3,4,5-trifluorophenyl-boronic acid pinacol ester FC=1C=C(C=C(C1F)F)B1OC(C)(C)C(C)(C)O1